N,N'-bis(3,5-di-tert-butyl-2-hydroxyphenyl)-1,2-phenylenediamine copper [Cu].C(C)(C)(C)C=1C(=C(C=C(C1)C(C)(C)C)NC1=C(C=CC=C1)NC1=C(C(=CC(=C1)C(C)(C)C)C(C)(C)C)O)O